BrC=1C=C2C(N(C(=NC2=C(C1)[C@H](C)NC1=C(C(=O)O)C=CC=C1)N1CCOCC1)C)=O (S)-2-((1-(6-bromo-3-methyl-2-morpholino-4-oxo-3,4-dihydroquinazolin-8-yl)ethyl)amino)benzoic acid